C1NCC2=C(C=CC=C12)OC1CC(C1)C#N 3-(Isoindolin-4-yloxy)cyclobutane-1-carbonitrile